1-(1-ethyl-1H-1,2,3-triazol-4-yl)ethan-1-ol C(C)N1N=NC(=C1)C(C)O